3-{2-[2-({N-[6-(2,5-dioxo-2,5-dihydro-1H-pyrrol-1-yl)hexanoyl]-3-sulfo-L-alanyl}amino)ethoxy]ethoxy}phenyl beta-D-glucopyranosiduronic acid O([C@H]1[C@H](O)[C@@H](O)[C@H](O)[C@H](O1)C(=O)O)C1=CC(=CC=C1)OCCOCCNC([C@@H](NC(CCCCCN1C(C=CC1=O)=O)=O)CS(=O)(=O)O)=O